N-[[6-[2-(3-Methoxyphenyl)ethylamino]-2-pyridyl]sulfonyl]-2-(2,2,4-trimethylpyrrolidin-1-yl)pyridin-3-carboxamid COC=1C=C(C=CC1)CCNC1=CC=CC(=N1)S(=O)(=O)NC(=O)C=1C(=NC=CC1)N1C(CC(C1)C)(C)C